2-((4-morpholinylphenyl)amino)-8-(3-nitrophenyl)pyrido[3,4-d]Pyrimidin-4-ol N1(CCOCC1)C1=CC=C(C=C1)NC=1N=C(C2=C(N1)C(=NC=C2)C2=CC(=CC=C2)[N+](=O)[O-])O